FC1([C@@H]([C@@H](N(C1)C(=O)OC(C)(C)C)CC1=C(C(=CC=C1)O)F)NS(=O)(=O)C(C)C)F tert-butyl (2S,3R)-4,4-difluoro-2-[(2-fluoro-3-hydroxyphenyl)methyl]-3-[(propane-2-sulfonyl)amino]pyrrolidine-1-carboxylate